ClC1=CC=CC=2C3=C(OC21)C=C(C=C3)C3=CC=CC=C3 6-chloro-3-phenyldibenzofuran